6-chloro-1-(2-ethyl-4-methyl-3-pyridinyl)-7-(2-fluorophenyl)-4-((2S)-2-methyl-4-(2-propenoyl)-1-piperazinyl)pyrido[2,3-d]pyrimidin-2(1H)-one ClC1=CC2=C(N(C(N=C2N2[C@H](CN(CC2)C(C=C)=O)C)=O)C=2C(=NC=CC2C)CC)N=C1C1=C(C=CC=C1)F